COC(N[C@H](C(=O)NC=1C(N(C=CC1)CC1=NC2=C(N1)C=CC=C2C(C(C)C)O)=O)CC\C=C\C(=O)N(C)C)=O Methyl-((2S,E)-7-(dimethylamino)-1-((1-((4-(1-hydroxy-2-methylpropyl)-1H-benzo[d]imidazol-2-yl)methyl)-2-oxo-1,2-dihydropyridin-3-yl)amino)-1,7-dioxohept-5-en-2-yl)carbamat